(Sa)-6-(1-([1,1'-biphenyl]-4-ylmethyl)-5-chloro-1H-indazole-7-carboxamido)spiro[3.3]heptane-2-carboxylic acid methyl ester COC(=O)C1CC2(C1)CC(C2)NC(=O)C=2C=C(C=C1C=NN(C21)CC2=CC=C(C=C2)C2=CC=CC=C2)Cl